O=C(C(=O)OC(C)(C)C)C1=CC(=CC=C1)CB1OC(C(O1)(C)C)(C)C tert-butyl 2-oxo-2-{3-[(4,4,5,5-tetramethyl-1,3,2-dioxaborolan-2-yl)methyl]phenyl}acetate